NCCOCCOCCOCCOCCOCCOC/C=C/C(=O)N1C[C@@H](CCC1)N1N=C(C=2C1=NC=NC2N)C2=CC=C(C=C2)OC2=CC=CC=C2 (E)-4-[2-[2-[2-[2-[2-(2-aminoethoxy)ethoxy]ethoxy]ethoxy]-ethoxy]ethoxy]-1-[(3R)-3-[4-amino-3-(4-phenoxyphenyl)pyrazolo[3,4-d]pyrimidin-1-yl]-1-piperidyl]but-2-en-1-one